N1(C=NC=C1)CC1=CC(=C2CCOC(C2=C1)=O)C=1C(=NN(C1)C)C(F)(F)F 7-((1H-Imidazol-1-yl)methyl)-5-(1-methyl-3-(trifluoromethyl)-1H-pyrazol-4-yl)isochroman-1-one